4-(2-chloro-3-fluoro-phenyl)-5-[4-[(3S)-1-(3-fluoropropyl)pyrrolidin-3-yl]oxyphenyl]-1,1-dioxo-2,3-dihydro-1λ6-benzothiepin-8-ol ClC1=C(C=CC=C1F)C=1CCS(C2=C(C1C1=CC=C(C=C1)O[C@@H]1CN(CC1)CCCF)C=CC(=C2)O)(=O)=O